FC(C(=O)C1=CC=CC=C1)C(C(F)(F)F)(O)O 2,4,4,4-tetrafluoro-3,3-dihydroxy-1-phenylbutan-1-one